FC1=C(C=CC(=C1F)[N+](=O)[O-])N1CCN(CC1)C 1-(2,3-difluoro-4-nitrophenyl)-4-methylpiperazine